FC(C(=O)O)(F)F.FC(C(=O)O)(F)F.NC1=CC=C(C(=N1)C)CNC([C@H](C)NC(=O)[C@@H]1NC[C@H](C1)CC1=CC(=C(C=C1)Cl)Br)=O (2R,4S)-N-((S)-1-(((6-amino-2-methylpyridin-3-yl)methyl)amino)-1-oxopropan-2-yl)-4-(3-bromo-4-chlorobenzyl)pyrrolidine-2-carboxamide di-trifluoroacetate